(R)-(2-((3,5-dicyano-6-(dimethylamino)-4-ethylpyridin-2-yl)thio)-2-(4-((methylsulfonyl)oxy)phenyl)acetyl)phosphoramidic acid C(#N)C=1C(=NC(=C(C1CC)C#N)N(C)C)S[C@@H](C(=O)NP(O)(O)=O)C1=CC=C(C=C1)OS(=O)(=O)C